NC1=C(C=C(C=C1)Cl)N1C(C2N(C(C1)=O)C(CC2)C=2NC(=CN2)C=2C=CC(=NC2F)CC(=O)N)=O (5-(2-(2-(2-amino-5-chlorophenyl)-1,4-dioxooctahydropyrrolo[1,2-a]pyrazin-6-yl)-1H-imidazol-5-yl)-6-fluoropyridin-2-yl)acetamide